COC(C1=NC(=CC=C1C=1C(=CC2=C(OCCC3=C2SC=C3)C1)C(NC1=CC=C(C3=CC=CC=C13)CN)=O)C(NCCC)=O)=O.[N+](=[N-])=CC(=O)C13CC(C1)(C3)C3=CC=CC=C3 2-diazo-1-{3-phenylbicyclo[1.1.1]pent-1-yl}ethanone methyl-3-(9-((4-(aminomethyl)naphthalen-1-yl)carbamoyl)-4,5-dihydrobenzo[b]thieno[2,3-d]oxepin-8-yl)-6-(propylcarbamoyl)picolinate